6,6-dimethyl-3,4,6,7-tetrahydro-5H-cyclopenta[4,5]thieno[2,3-c]pyridine-1(2H)-one CC1(CC2=C(C3=C(C(NCC3)=O)S2)C1)C